C[C@@H](CN[C@@H]([C@H]1CNC2=CC=CN=C2C1)C1=CC=CC=C1)C=1C=C(C=CC1)CC(=O)O 2-[3-[(1R)-1-methyl-2-[[(S)-phenyl-[(3R)-1,2,3,4-tetrahydro-1,5-naphthyridin-3-yl]methyl]amino]ethyl]phenyl]acetic acid